FC1=C(C=CC=C1)C1=NN(C=C1C=1C2=C(N=CN1)C=C(C(=N2)NC(=O)[C@]21CN(C[C@@H]1C2)C)OC)C (1R,5R)-N-(4-(3-(2-fluorophenyl)-1-methyl-1H-pyrazol-4-yl)-7-methoxypyrido[3,2-d]pyrimidin-6-yl)-3-methyl-3-azabicyclo[3.1.0]hexane-1-carboxamide